CN1C(=NC=2C1=NC(=C(N2)NC2=C(C=CC=C2)F)NC2=CC(=CC(=C2)C(F)(F)F)C(F)(F)F)C(F)(F)F 1-Methyl-N5-(2-fluorophenyl)-N6-(3,5-bis(trifluoromethyl)phenyl)-2-(trifluoromethyl)-imidazo[4,5-b]pyrazine-5,6-diamine